FC=1C=NN(C1)[C@H]1[C@@H](CC1)C=1NC(C2=C(N1)N(N=C2C#N)[C@H](C)C=2C=NC(=CC2)C(F)(F)F)=O 6-((1R,2R)-2-(4-Fluoro-1H-pyrazol-1-yl)cyclobutyl)-4-oxo-1-((R)-1-(6-(trifluoromethyl)pyridin-3-yl)ethyl)-4,5-dihydro-1H-pyrazolo[3,4-d]pyrimidin-3-carbonitril